2-(3-chloro-4-(6-(1-methylcyclopropoxy)-9-((5-methylthiazol-2-yl)methyl)-9H-purin-8-yl)phenoxy)-N-methylacetamide ClC=1C=C(OCC(=O)NC)C=CC1C=1N(C2=NC=NC(=C2N1)OC1(CC1)C)CC=1SC(=CN1)C